2-(4-methoxyphenyl)-6,7,8,9-tetrahydro-4H-furo[2,3-d]pyrido[1,2-a]pyrimidin-4-one COC1=CC=C(C=C1)C1=CC2=C(N=C3N(C2=O)CCCC3)O1